5-((6,7-dihydrothieno[3,2-c]pyridin-5(4H)-yl)methyl)-2-(2,4-dioxotetrahydropyrimidin-1(2H)-yl)isoindoline-1,3-dione S1C=CC=2CN(CCC21)CC=2C=C1C(N(C(C1=CC2)=O)N2C(NC(CC2)=O)=O)=O